ClC=1C(=C(NC2=NC=NC3=CC(=C(C=C23)NC(\C=C\CN2C(C(OC(C2([2H])[2H])([2H])[2H])([2H])[2H])([2H])[2H])=O)C#C[C@@]23C(NC[C@H]3C2)=O)C=CC1)F (E)-N-[4-(3-chloro-2-fluoro-anilino)-7-[2-[(1R,5S)-2-oxo-3-azabicyclo[3.1.0]hexan-1-yl]ethynyl]quinazolin-6-yl]-4-(2,2,3,3,5,5,6,6-octadeuteriomorpholin-4-yl)but-2-enamide